CN1N=NC2=C1C(=CC(=C2C)C(CC(=O)OCC)C=2C=C1CCCC1=C(C2)CO)OC(F)(F)F ethyl 3-[1,4-dimethyl-7-(trifluoromethoxy)-1H-benzotriazol-5-yl]-3-[7-(hydroxymethyl)-2,3-dihydro-1H-inden-5-yl]propanoate